N[C@H]1CN(CC1)C1=CC(=C(C(=C1)F)C1C(NC(CC1)=O)=O)F 3-(4-((R)-3-aminopyrrolidin-1-yl)-2,6-difluorophenyl)piperidine-2,6-dione